O(C1=CC=CC=C1)C=1N=CC=NC1 5-phenoxypyrazin